FC(C=1C=C(C=C(C1)C(F)(F)F)C1=NN(C=N1)\C=C/C(=O)NN1C([C@H](CC1)OC)=O)(F)F (S,Z)-3-(3-(3,5-bis(trifluoromethyl)phenyl)-1H-1,2,4-triazol-1-yl)-N-(3-methoxy-2-oxopyrrolidin-1-yl)acrylamide